3-Cyclopropyl-4-[(1R)-1-(5-fluoro-2-pyridyl)ethoxy]-6-[5-methyl-1-(4-piperidyl)triazol-4-yl]pyrazolo[1,5-a]pyridine HCl Cl.C1(CC1)C=1C=NN2C1C(=CC(=C2)C=2N=NN(C2C)C2CCNCC2)O[C@H](C)C2=NC=C(C=C2)F